FC(C=1C=NC(=NC1)N1CCN(CC1)C1=NC(=NC=N1)OC[C@H](C)N)(F)F (S)-1-((4-(4-(5-(trifluoromethyl)pyrimidin-2-yl)piperazin-1-yl)-1,3,5-triazin-2-yl)oxy)propan-2-amine